C1(CCCC1)OC1=CC=C(C=C1)C=1N=NNC1C(=O)O 4-(4-(cyclopentyloxy)phenyl)-1H-1,2,3-triazole-5-carboxylic acid